N-(2-cyanoethyl)-4-(3-(piperidine-1-carbonyl)pyrazolo[1,5-a]Pyridin-7-yl)benzamide C(#N)CCNC(C1=CC=C(C=C1)C1=CC=CC=2N1N=CC2C(=O)N2CCCCC2)=O